methyl 2-acetamido-4-(5-fluoropyridin-2-yl)-5-(trifluoromethyl)benzoate C(C)(=O)NC1=C(C(=O)OC)C=C(C(=C1)C1=NC=C(C=C1)F)C(F)(F)F